(3S,4R,8R,9R,10S)-N-(4-cyclopropoxyphenyl)-3,4-dihydroxy-10-(methoxymethyl)-9-(4-(phenylethynyl)phenyl)-1,6-diazabicyclo[6.2.0]decane-6-carboxamide C1(CC1)OC1=CC=C(C=C1)NC(=O)N1C[C@H]([C@H](CN2[C@@H]([C@@H]([C@@H]2C1)C1=CC=C(C=C1)C#CC1=CC=CC=C1)COC)O)O